FC1CN(C1)C(CC1=C(C=2C=3CCCOC3C(=C(C2OC1=O)C=O)O)C)=O 2-(2-(3-fluoroazetidin-1-yl)-2-oxoethyl)-6-hydroxy-1-methyl-3-oxo-3,8,9,10-tetrahydropyrano[3,2-f]chromene-5-carbaldehyde